FC(S(=O)(=O)O[Si](C)(C)C)(F)F trimethylsilyl trifluoro-methanesulfonate